C(CCC(=O)O)(=O)O.C(CCC(=O)O)(=O)O.ClC=1C=CC(=C(CN2C[C@@H](CC2)CN)C1)OCC1CC1 (S)-(1-(5-chloro-2-(cyclopropylmethoxy)benzyl)pyrrolidin-3-yl)methanamine disuccinate